N1=C(C=CC=C1)CNCC1=NC=CC=C1 1-(pyridin-2-yl)-N-(pyridin-2-ylmethyl)methanamine